CC1=CC=C(C=C1)S(=O)(=O)[O-].OCC[N+](C)(CCCCCCCC)CCO bis(2-hydroxyethyl)octylmethylammonium p-toluenesulfonate